C(=O)C=1N(C(=CC1)C(=C)O)CC1=CC=C(C(=O)OC)C=C1 Methyl 4-((2-formyl-5-(1-hydroxyvinyl)-1H-pyrrol-1-yl)methyl)benzoate